ClC1=CC2=C(C=N1)CCS2(=O)=O 6-chloro-2,3-dihydro-1λ6-thieno[3,2-c]pyridine-1,1-dione